1-(2-(3-(trifluoromethoxy)cyclobutyl)pyrimidin-4-yl)piperidin-4-amine HCl salt Cl.FC(OC1CC(C1)C1=NC=CC(=N1)N1CCC(CC1)N)(F)F